2-((6,6-dimethyl-4,5,6,7-tetrahydrobenzo[d]thiazol-2-yl)amino)-1-methyl-1H-benzo[d]imidazole-5-carboxylic acid CC1(CC2=C(N=C(S2)NC2=NC3=C(N2C)C=CC(=C3)C(=O)O)CC1)C